FC1=C2C(=C(C(NC2=CC=C1F)=O)CC(=O)NC(C)C1=NC=C(C=N1)C1COC1)C 2-(5,6-difluoro-4-methyl-2-oxo-1H-quinolin-3-yl)-N-{1-[5-(oxetan-3-yl)pyrimidin-2-yl]ethyl}acetamide